[Si]([O-])([O-])([O-])[O-].[Al+3].[Na+] sodium aluminium silicate